2-chloro-N-cyclopropyl-5-(1-(2,6-dichloro-4-(perfluoropropan-2-yl)phenyl)-1H-pyrazol-4-yl)-N-(ethoxymethyl)nicotinamide ClC1=C(C(=O)N(COCC)C2CC2)C=C(C=N1)C=1C=NN(C1)C1=C(C=C(C=C1Cl)C(C(F)(F)F)(C(F)(F)F)F)Cl